methyl 2-fluoro-4-(3-methyl-1,2,4-oxadiazol-5-yl)benzoate FC1=C(C(=O)OC)C=CC(=C1)C1=NC(=NO1)C